sulfotetrafluorobenzene S(=O)(=O)(O)C=1C(=C(C(=C(C1)F)F)F)F